N-tetradecyl-2-cyano-3-benzyloxypyridin-4-one C(CCCCCCCCCCCCC)N1C(=C(C(C=C1)=O)OCC1=CC=CC=C1)C#N